CC(C)S(=O)(=O)OC=1C=C(C=CC1)NC(=O)NC1=CC(=CC=C1)OS(=O)(=O)C(C)C N,N'-di-[3-(2-propanesulfonyloxy)phenyl]urea